1,3-bis(3-aminopropyl)tetramethyl-disiloxane NCCC[Si](O[Si](CCCN)(C)C)(C)C